deoxycytidine 3',5'-diphosphate P(=O)(O)(O)O[C@H]1C[C@@H](O[C@@H]1COP(=O)(O)O)N1C(=O)N=C(N)C=C1